2-{6-Ethoxy-4-[4-fluoro-2-(4-methyl-1,2,4-triazol-3-yl)phenyl]pyridin-2-yl}-6-({[(1-hydroxycyclobutyl)methyl]amino}methyl)-4-methoxy-3H-isoindol-1-one C(C)OC1=CC(=CC(=N1)N1C(C2=CC(=CC(=C2C1)OC)CNCC1(CCC1)O)=O)C1=C(C=C(C=C1)F)C1=NN=CN1C